(S)-7-ethoxy-6-methoxy-1-(2-(5-methoxy-6-chloro-1H-indol-3-yl)ethyl)-3,4-dihydroisoquinoline-2(1H)-formaldehyde C(C)OC1=C(C=C2CCN([C@H](C2=C1)CCC1=CNC2=CC(=C(C=C12)OC)Cl)C=O)OC